3,3'-dibromo-5,5,5',5',8,8,8',8'-octamethyl-5,5',6,6',7,7',8,8'-octahydro-2,2'-binaphthalene BrC=1C(=CC=2C(CCC(C2C1)(C)C)(C)C)C1=CC=2C(CCC(C2C=C1Br)(C)C)(C)C